Methyl 2-fluoro-4-[3-(1-[[4-(trifluoromethyl)phenyl]methyl]imidazole-4-amido)-1H-indol-5-yl]benzoate FC1=C(C(=O)OC)C=CC(=C1)C=1C=C2C(=CNC2=CC1)NC(=O)C=1N=CN(C1)CC1=CC=C(C=C1)C(F)(F)F